CN1CCN(CC1)CCCN 3-(4-methyl-piperazin-1-yl)-propylamine